F[C@H]1C[C@@H](N(C1)[C@@H]1CN(CC1)C)C(=O)NC=1C=CC=C2C(=CNC12)C1=NC(=NC=C1F)NC=1C(=NN(C1)C)OC (2R,3'S,4S)-4-fluoro-N-(3-(5-fluoro-2-((3-meth-oxy-1-methyl-1H-pyrazol-4-yl)amino)pyrimidin-4-yl)-1H-indol-7-yl)-1'-methyl-[1,3'-bipyrrolidine]-2-carboxamide